C(C)(C)(C)N(C(O)=O)CCCCC(C)N1C(=NC2=C1C(=CC=C2)C(N(C)C)=O)N.NC2=NC=CC(=N2)C2=CNC1=CC(=CC=C21)OC 2-Amino-4-(6-methoxy-1H-indol-3-yl)pyrimidine tert-butyl-(5-(2-amino-7-(dimethylcarbamoyl)-1H-benzo[d]imidazol-1-yl)hexyl)carbamate